BrC1=CC(=CC2=C1OCC21NC(COC1)=O)Cl 7-bromo-5-chloro-2H-spiro[benzofuran-3,3'-morpholin]-5'-one